2,3-Anhydro-Quinic Acid C1[C@H]([C@@H](C=C[C@]1(C(=O)O)O)O)O